BrC1=CC=C(C=C2C(C(CCC2)=CC2=CC=C(C=C2)Br)=O)C=C1 2,6-bis(4-bromobenzal)cyclohexanone